C(C=1C(C(=O)[O-])=CC=CC1)(=O)OCCOC(C(=C)C)=O monomethacryloyloxyethyl phthalate